(2-iodobenzamidomethyl)-16-oxo-androst-5-ene-3beta-ol acetate C(C)(=O)O[C@@H]1CC2=CC[C@H]3[C@@H]4CC(C[C@@]4(CCNC(C4=C(C=CC=C4)I)=O)CC[C@@H]3[C@]2(CC1)C)=O